1-(3-(2'-Amino-7'-oxo-5'H-spiro[cyclopropane-1,8'-pyrido[4,3-d]pyrimidine]-6'(7'H)-yl)-4-methylphenyl)-3-(3,4-difluorophenyl)urea NC=1N=CC2=C(N1)C1(C(N(C2)C=2C=C(C=CC2C)NC(=O)NC2=CC(=C(C=C2)F)F)=O)CC1